C(C)C1=C(C(=O)O)C(=CC(=C1)CC)CC 2,4,6-triethylbenzoic acid